C(CCCCC)NP(N)(N)=S N-(n-hexyl)thiophosphoric acid triamide